ClC1=C(C=CC=C1C1=C(C(=NC=C1)C1=CC=C2C(=CN(C2=C1)C)CNC[C@H]1OCCC1)Cl)C1=CC=C(C(=N1)OC)CNC[C@@H]1CCC(N1)=O (5S)-5-[[[6-[2-Chloro-3-[3-chloro-2-[1-methyl-3-[[[(2S)-tetrahydrofuran-2-yl]methylamino]methyl]indol-6-yl]-4-pyridyl]phenyl]-2-methoxy-3-pyridyl]methylamino]methyl]pyrrolidin-2-one